benzalformaldehyde methacrylate C(C(=C)C)(=O)O.C(C1=CC=CC=C1)=C=O